5-amino-2,4,6-tri-iodoisophthaloyl chloride NC=1C(=C(C(=C(C(=O)Cl)C1I)I)C(=O)Cl)I